N-(2,2-Dimethyl-6-morpholino-2,3-dihydrobenzofuran-5-yl)-2-(hydroxymethyl)-1H-benzo[d]imidazole-4-carboxamide CC1(OC2=C(C1)C=C(C(=C2)N2CCOCC2)NC(=O)C2=CC=CC=1NC(=NC12)CO)C